N-{4-[1-(2,4,6-trimethylphenyl)-1H-[1,2,3]triazol-4-yl]phenyl}acetamide CC1=C(C(=CC(=C1)C)C)N1N=NC(=C1)C1=CC=C(C=C1)NC(C)=O